FC1=CC=2N(C=C1NC(=O)N1CCC=3C1=NC=CC3N3CCN(CC3)CC(C)(C)O)C=C(N2)C N-(7-fluoro-2-methylimidazo[1,2-a]pyridin-6-yl)-4-(4-(2-hydroxy-2-methylpropyl)piperazin-1-yl)-2,3-dihydro-1H-pyrrolo[2,3-b]pyridine-1-carboxamide